FC1=C(N=CC2=C1N=C(N=C2N2CC1(CC(N1)=O)CCC2)OCC21CCCN1CCC2)C=2C=CC=C1C=CC=C(C21)C#N 8-(8-fluoro-2-((hexahydro-1H-pyrrolizin-7a-yl)methoxy)-4-(2-oxo-1,6-diazaspiro[3.5]non-6-yl)pyrido[4,3-d]pyrimidin-7-yl)-1-naphthonitrile